(t-Butoxycarbonyl)-L-tyrosine ethyl ester C(C)OC([C@@H](NC(=O)OC(C)(C)C)CC1=CC=C(C=C1)O)=O